C1(CC1)C1=C(C(=NO1)C1=C(C=CC=C1F)F)CO[C@H]1C[C@H](N(CC1)C1=NC=C(/C(/N)=N/O)C=C1)C (Z)-6-((2R,4R)-4-((5-cyclopropyl-3-(2,6-difluorophenyl)isoxazol-4-yl)methoxy)-2-methylpiperidin-1-yl)-N'-hydroxynicotinimidamide